tert-butyl 5-bromo-2,4-difluoro-benzoate BrC=1C(=CC(=C(C(=O)OC(C)(C)C)C1)F)F